C(C)(C)(C)OC(=O)N1CC2=NN(C=C2C1)CC1=CC(=CC=C1)C(=O)OC 2-(3-Methoxycarbonylbenzyl)-2,6-dihydropyrrolo[3,4-c]pyrazole-5(4H)-carboxylic acid tert-butyl ester